trans-2-(3-methoxyphenyl)vinyl-boronic acid COC=1C=C(C=CC1)/C=C/B(O)O